O=C([C@@H](O)[C@H](O)[C@H](O)CO)OC methyl arabinonate